S1C(=CC=C1[Sn](C)(C)C)C=1SC(=CC1)[Sn](C)(C)C 1,1'-[2,2'-Bithiophene]-5,5'-diylbis[1,1,1-trimethyl-stannane]